IC=1C=C(C=C(C1OC)OC)[C@@]12CCN([C@H]2CC(C=C1)=O)C (3aR,7aS)-3a-(3-iodo-4,5-dimethoxy-phenyl)-1-methyl-2,3,7,7a-tetrahydroindol-6-one